5-methyl-4-[2-methyl-4-(4-methylimidazol-1-yl)phenyl]sulfonyl-1,3-dihydroquinoxalin-2-one CC1=C2N(CC(NC2=CC=C1)=O)S(=O)(=O)C1=C(C=C(C=C1)N1C=NC(=C1)C)C